tert-butyl (3R,4R)-4-(aminomethyl)-3-hydroxypiperidine-1-carboxylate NC[C@@H]1[C@H](CN(CC1)C(=O)OC(C)(C)C)O